N[C@@H](CCC(N)=O)C(=O)O glutamin